2,3'-dimethyl-4,4'-diaminobenzanilide CC1=C(C(=O)NC2=CC(=C(C=C2)N)C)C=CC(=C1)N